3,3-difluoro-4-hydroxy-7-oxa-1-azaspiro[4.4]nonen-2-one FC1(C(NC2(C1O)COC=C2)=O)F